CC(C(C)C)(C)B 1,1,2-trimethyl-propyl-borane